FC1=C(C(=CC=C1)F)C(C1=CC=C2C=CC=NC2=C1O)N1CCOCC1 7-((2,6-difluorophenyl)(morpholino)methyl)quinolin-8-ol